N(=C=S)C1=CC=C(C#N)C=C1 4-isothiocyanato-benzonitrile